CC1=C(C(=O)C2=C3SC=4C=C(C=CC4N(C3=CC=C2)CC(CCCC)CC)C(=O)CCCCCCCC)C=CC=C1 (6-o-methylbenzoyl-10-(2-ethylhexyl) phenothiazin-3-yl)-1-octyl ketone